ClC=1C=C(C=2N(N1)C=CN2)N2CC(C2)C2CCC2 6-chloro-8-(3-cyclobutylazetidin-1-yl)imidazo[1,2-b]pyridazine